C(C)(C)(C)OC(=O)N1CC([C@@H]2N(CC[C@@H]21)CC(C(C(=O)O)(C)C)O)(F)F 4-((cis)-4-(tert-butoxycarbonyl)-6,6-difluorohexahydropyrrolo[3,2-b]pyrrol-1(2H)-yl)-3-hydroxy-2,2-dimethylbutanoic acid